(1S,2R,5R)-2-chloromethyl-5-(4-Fluorobenzyl)-2-Methyl-1-(1H-1,2,4-triazole-1-ylmethyl)Cyclopentanol ClC[C@]1([C@]([C@H](CC1)CC1=CC=C(C=C1)F)(O)CN1N=CN=C1)C